2-(bis(methylthio)methylene)cycloheptane-1,3-dione CSC(=C1C(CCCCC1=O)=O)SC